12-(4-aminophenyl)-9-hydroxy-5-methyl-4-thia-2,12-diazatricyclo[7.3.0.03,7]dodeca-1,3(7),5-trien-8-on NC1=CC=C(C=C1)N1CCC2(C(C=3C=C(SC3N=C12)C)=O)O